n-methyldecahydroisoquinoline CN1CC2CCCCC2CC1